1,1'-ferrocendicarboxaldehyde [C-]1(C=CC=C1)C=O.[C-]1(C=CC=C1)C=O.[Fe+2]